C(C)(C)(C)OC(=O)N1CCN(CC1)C(=O)C=1C=C2CN(CC2=CC1)C(C1=C(C=C(C(=C1)C(C)C)O)O)=O 4-{2-[2,4-dihydroxy-5-(prop-2-yl)benzoyl]-2,3-dihydro-1H-isoindole-5-carbonyl}piperazine-1-carboxylic acid tert-butyl ester